C[C@@H]1[C@H](C2=C([C@H](O1)C)C(=O)C3=C(C=C(C(=C3C2=O)C4=C5[C@@H]([C@H](O[C@@H](C5=C(C6=C4C=C(C=C6O)O)[O-])C)C)O)O)O)O The molecule is a phenolate anion that is the conjugate base of protoaphin aglucone, obtained by deprotonation of the phenolic hydroxy group at position 7'; major species at pH 7.3. It is a conjugate base of a protoaphin aglucone.